5-methoxy-7-methyl-3-(2-benzylethylaminoethyl)indole COC=1C=C2C(=CNC2=C(C1)C)CCNCCCC1=CC=CC=C1